S1C=NC2=C1C=C(C=C2)\C=C\2/N=C(NC2=O)NCCOCC2=CC=CC=C2 (4Z)-4-(1,3-benzothiazol-6-ylmethylene)-2-(2-benzyloxyethylamino)-1H-imidazol-5-one